5-amino-1,3-dimethyl-1H-pyrazole-4-carboxamide NC1=C(C(=NN1C)C)C(=O)N